[Cl-].C[NH2+]CCCCCCCCCCCC methyl-dodecylammonium chloride